C1(=CC=CC=C1)C1=NC(=NC(=C1)C1=CC=CC=C1)C1=CC=CC=C1C#N 6-(4,6-diphenylpyrimidin-2-yl)benzonitrile